1-[bis(trifluoromethanesulfonyl)methyl]2,3,4,5,6-pentafluorobenzene FC(S(=O)(=O)C(C1=C(C(=C(C(=C1F)F)F)F)F)S(=O)(=O)C(F)(F)F)(F)F